OCCC=1C=C2C(=CNC2=CC1)NC(C)=O N-(5-(2-hydroxyethyl)-1H-indol-3-yl)acetamide